C12(C(CCCC1)O2)CC21C(CC(CC2)C(=O)O)O1.C[C@H](CCCCCCCCCCCC)CCCCCCCCCCCCCC (R)-13-methyl-heptacosane 4-epoxycyclohexylmethyl-3,4-epoxycyclohexaneformate